N4-(2,4-dimethylphenyl)-N2-isopropylthieno[3,2-d]pyrimidine-2,4-diamine CC1=C(C=CC(=C1)C)NC=1C2=C(N=C(N1)NC(C)C)C=CS2